2,3-dihydroquinoline N=1CCC=C2C=CC=CC12